ClC1=C(C=CC=C1)C(C)=O 2'-Chloroacetophenone